1-(4-bromo-2-methylphenyl)-3-(4-methoxybenzyl)dihydropyrimidine-2,4(1H,3H)-dione BrC1=CC(=C(C=C1)N1C(N(C(CC1)=O)CC1=CC=C(C=C1)OC)=O)C